isostearamidopropyl-diethylaminoacetic acid C(CCCCCCCCCCCCCCC(C)C)(=O)NCCCC(C(=O)O)N(CC)CC